ClC1=C(C=C2C(=N1)NC=C2)C(=O)OC methyl 6-chloro-1H-pyrrolo[2,3-b]pyridine-5-carboxylate